potassium tbutoxide CC(C)(C)[O-].[K+]